CC(CC1CO1)C(=O)[O-] 5-epoxy-4-methylpentanoate